(5-bromo-2-(trifluoromethyl)phenyl)-5-fluoro-1H-benzo[d]imidazole BrC=1C=CC(=C(C1)N1C=NC2=C1C=CC(=C2)F)C(F)(F)F